OC(=O)C(F)(F)F.NC=1C=C(C=C(C1)C(F)(F)F)[C@@H](C)NC=1C2=C(N=C(N1)Cl)CCNC2 N-[(1R)-1-[3-amino-5-(trifluoromethyl)phenyl]ethyl]-2-chloro-5,6,7,8-tetrahydropyrido[4,3-d]pyrimidin-4-amine TFA salt